(1,3-dioxoisoindolin-2-yl) (1S,2S)-2-[2'-oxo-1'-(2,2,2-trifluoroethyl)spiro[cyclopropane-1,3'-indoline]-6'-yl]cyclopropanecarboxylate O=C1N(C2=CC(=CC=C2C12CC2)[C@@H]2[C@H](C2)C(=O)ON2C(C1=CC=CC=C1C2=O)=O)CC(F)(F)F